CN1C(=NN=C1)CC1(COC1)C1=CC(=NC(=C1)N1C(C2=CC(=CC(=C2C1)C(F)(F)F)CN1C[C@H](CCC1)C)=O)NCCNC(C=C)=O (S)-N-(2-((4-(3-((4-methyl-4H-1,2,4-triazol-3-yl)methyl)oxetan-3-yl)-6-(6-((3-methylpiperidin-1-yl)methyl)-1-oxo-4-(trifluoromethyl)isoindolin-2-yl)pyridin-2-yl)amino)ethyl)acrylamide